2-methyl-6-hydroxyquinazolin-4(3H)-one CC1=NC2=CC=C(C=C2C(N1)=O)O